BrC=1C=C(C=C2C(N(C(S2)=NN=C2C(NC3=CC=C(C=C23)F)=O)C2=CC=CC=C2)=O)C=CC1 3-(2-(5-(3-bromobenzylidene)-3-phenyl-4-oxothiazolidin-2-ylidene)hydrazono)-5-fluoro-1H-indol-2-one